(S)-2-((4-((2-(2-cyanopyrrolidin-1-yl)-2-oxoethyl)carbamoyl)quinolin-6-yl)oxy)acetic acid Potassium carbonate C([O-])([O-])=O.[K+].C(#N)[C@H]1N(CCC1)C(CNC(=O)C1=CC=NC2=CC=C(C=C12)OCC(=O)O)=O.[K+]